2-methyl-N-(2,2,2-trifluoro-1-(3-fluoro-4-(trifluoromethyl)phenyl)ethyl)propane-2-sulfinamide CC(C)(C)S(=O)NC(C(F)(F)F)C1=CC(=C(C=C1)C(F)(F)F)F